C(C)(=O)OC1COC2=C1C=C(C=C2S(=O)(=O)NC=2C(=C(C(=CC2)F)C=2C=C1C=NC(=NC1=CC2)NC2CCN(CC2)C(=O)OC(C)(C)C)F)Cl tert-butyl 4-[(6-{3-[3-(acetyloxy)-5-chloro-2,3-dihydro-1-benzofuran-7-sulfonamido]-2,6-difluorophenyl}quinazolin-2-yl)amino]piperidine-1-carboxylate